Natrium (S)-3-(3',5-Dimethoxybiphenyl-3-yl)-3-(3-(1-methyl-4-oxido-2-oxo-1,2-dihydropyridin-3-yl)ureido)propanoat COC=1C=C(C=CC1)C1=CC(=CC(=C1)OC)[C@H](CC(=O)[O-])NC(=O)NC=1C(N(C=CC1[O-])C)=O.[Na+].[Na+]